2,2'-(((2-(1H-benzo[d]imidazol-2-yl)ethyl)azanediyl)bis(ethane-2,1-diyl))bis(N-((3-fluoropyridin-2-yl)methyl)oxazole-4-carboxamide) N1C(=NC2=C1C=CC=C2)CCN(CCC=2OC=C(N2)C(=O)NCC2=NC=CC=C2F)CCC=2OC=C(N2)C(=O)NCC2=NC=CC=C2F